6-chloro-3-[(3-cyclopropylisoxazol-5-yl)-hydroxy-methylene]-5-(4-morpholinophenyl)indolin-2-one ClC1=C(C=C2C(C(NC2=C1)=O)=C(O)C1=CC(=NO1)C1CC1)C1=CC=C(C=C1)N1CCOCC1